4,5-difluoro-2-(2-methylpyrazol-3-yl)aniline 1,3-dimethylbutyl-chloroformate CC(CC(C)C)OC(=O)Cl.FC1=CC(=C(N)C=C1F)C=1N(N=CC1)C